BrC=1C2=CN(N=C2C(=C(C1C(F)(F)F)F)NC(C)C)C1OCCCC1 4-bromo-6-fluoro-N-isopropyl-2-(tetrahydro-2H-pyran-2-yl)-5-(trifluoromethyl)-2H-indazol-7-amine